FC(CN1C(=NC2=NC=C(C=C21)C=2C=CN1N=C(N=C(C12)NC)NC1CC(C1)(O)C)C)F trans-3-((5-(1-(2,2-Difluoroethyl)-2-methyl-1H-imidazo[4,5-b]pyridin-6-yl)-4-(methylamino)pyrrolo[2,1-f][1,2,4]triazin-2-yl)amino)-1-methylcyclobutan-1-ol